2-(4-methoxyphenyl)-4-methyl-5-oxo-4,5-dihydrothieno[3,2-b]pyridin COC1=CC=C(C=C1)C1=CC=2N(C(C=CC2S1)=O)C